1-methyl-3-[4-phenoxy-3-(prop-2-yloxy)phenyl]-1,3,5-triazine-2,4,6-trione CN1C(N(C(NC1=O)=O)C1=CC(=C(C=C1)OC1=CC=CC=C1)OC(C)C)=O